C(#N)C1=C(SC2=C1C(=NC=C2F)C=2C1=C(C=3C=NC(=NC3C2F)OC[C@H]2CN(CCO2)C)COC1)NC(OC(C)(C)C)=O tert-Butyl N-[3-cyano-7-fluoro-4-[5-fluoro-3-[[(2R)-4-methylmorpholin-2-yl]methoxy]-7,9-dihydrofuro[3,4-f]quinazolin-6-yl]thieno[3,2-c]pyridin-2-yl]carbamate